tert-butyl 4-(2-(1-((4-bromophenyl)amino)-4-hydroxybutyl)phenyl)piperazine-1-carboxylate BrC1=CC=C(C=C1)NC(CCCO)C1=C(C=CC=C1)N1CCN(CC1)C(=O)OC(C)(C)C